2-(2-(benzyloxy)ethyl)-N-(4-(methylamino)-2-oxo-1-phenyl-7-(trifluoromethyl)-1,2-dihydro-1,8-naphthyridin-3-yl)-2H-indazole-5-carboxamide C(C1=CC=CC=C1)OCCN1N=C2C=CC(=CC2=C1)C(=O)NC=1C(N(C2=NC(=CC=C2C1NC)C(F)(F)F)C1=CC=CC=C1)=O